1,4-bis(N,N-diglycidyl-amino)benzene C(C1CO1)N(CC1CO1)C1=CC=C(C=C1)N(CC1CO1)CC1CO1